(R)-6-chloro-3-((1-(7-methyl-3-morpholinoquinoxalin-5-yl)ethyl)amino)picolinic acid ClC1=CC=C(C(=N1)C(=O)O)N[C@H](C)C1=C2N=C(C=NC2=CC(=C1)C)N1CCOCC1